Ethyl (quinoline-2-carbonyl)-L-valinate N1=C(C=CC2=CC=CC=C12)C(=O)N[C@@H](C(C)C)C(=O)OCC